C12(CC3CC(CC(C1)C3)C2)NCCNC(=O)C2=NN(C(=C2C)C2=CC=C(C=C2)Cl)C2=C(C=C(C=C2)Cl)Cl N-(2-(((3s,5s,7s)-adamantan-1-yl)amino)ethyl)-5-(4-chlorophenyl)-1-(2,4-dichlorophenyl)-4-methyl-1H-pyrazole-3-carboxamide